tert-Butyl 3-(4-[3-cyano-4-methoxypyrazolo[1,5-a]pyridine-6-yl]-5-methylpyrazol-1-yl)azetidine-1-carboxylate C(#N)C=1C=NN2C1C(=CC(=C2)C=2C=NN(C2C)C2CN(C2)C(=O)OC(C)(C)C)OC